2-(4-(6-(methoxymethoxy)pyridin-2-yl)cyclohex-3-en-1-yl)ethan-1-ol COCOC1=CC=CC(=N1)C1=CCC(CC1)CCO